CC(C)OC1CN(CCC1)CC1(CCC1)CNC(=O)C1=CC2=C(S1)CCCCCC2 N-[[1-[(3-propan-2-yloxypiperidin-1-yl)methyl]cyclobutyl]methyl]-4,5,6,7,8,9-hexahydrocycloocta[b]thiophene-2-carboxamide